1-bromo-8-chloro-2-naphthalate BrC1=C(C=CC2=CC=CC(=C12)Cl)C(=O)[O-]